C(CCC(=O)OC(C)Cl)(=O)OC(C)(C)C tert-butyl (1-chloroethyl) succinate